butyl-oxybenzoic acid C(CCC)OC1=C(C(=O)O)C=CC=C1